(E)-3-(3-Hydroxyphenyl)-1-[4-(3-methylbutoxy)phenyl]prop-2-en-1-one OC=1C=C(C=CC1)/C=C/C(=O)C1=CC=C(C=C1)OCCC(C)C